CC(C[C@@H](C(N[C@H](C=O)C[C@H]1C(NCC1)=O)=O)NC(OC1CCC(CC1)CC)=O)C 4-ethylcyclohexyl ((S)-4-methyl-1-oxo-1-(((S)-1-oxo-3-((S)-2-oxopyrrolidin-3-yl)propan-2-yl)amino)pentan-2-yl)carbamate